(2-Chlorophenyl)-5-oxo-4H-[1,2,3]triazolo[1,5-a]pyrimidine-3-carboxamide ClC1=C(C=CC=C1)N1C=2N(C=CC1=O)N=NC2C(=O)N